CC1=C(OC2=CC=C(C=C2)N2N=C3C(NCC[C@H]3N3CCN(CC3)C(C=C)=O)=C2C(=O)N)C=CC=C1 (7R)-2-[4-(2-methylphenoxy)phenyl]-7-[4-(prop-2-enoyl)piperazin-1-yl]-4,5,6,7-tetrahydro-2H-pyrazolo[4,3-b]pyridine-3-carboxamide